ethyl 4-(4-fluoro-5-methoxy-isoindolin-2-yl)-4-oxobutanoate FC1=C2CN(CC2=CC=C1OC)C(CCC(=O)OCC)=O